C(C1=CC=CC=C1)OC=1C(=C(C=NO)C(=CC1)C#CC(C)C)F 3-benzyloxy-2-fluoro-6-(3-methylbut-1-ynyl)benzaldehyde oxime